C(C)(C)OC(=O)N[C@H]1CC[C@@H](N(C1)C(=O)OC(C)(C)C)C=1SC=CN1 trans-tert-butyl 5-(isopropoxycarbonylamino)-2-thiazol-2-yl-piperidine-1-carboxylate